[1,3]thiazin S1CN=CC=C1